17-iodo-4,6,8,10,12,14-hexamethylheptadecylheptyloxymethyl ether ICCCC(CC(CC(CC(CC(CC(CCCC(OCCCCCCC)OC(CCCC(CC(CC(CC(CC(CC(CCCI)C)C)C)C)C)C)OCCCCCCC)C)C)C)C)C)C